ethyl-2-methyl butyrate CCC(C)C(=O)OCC